FC1=C(C(=C(C=C1F)F)F)S(=O)(=O)NC1=CC(=C(C=C1)OC)F 2,3,5,6-tetrafluoro-N-(3-fluoro-4-methoxy-phenyl)benzenesulfonamide